6-(Azidomethyl)-2-[[tert-butoxycarbonyl-(cyclobutylmethyl)amino]methyl]indole-1-carboxylic acid tert-butyl ester C(C)(C)(C)OC(=O)N1C(=CC2=CC=C(C=C12)CN=[N+]=[N-])CN(CC1CCC1)C(=O)OC(C)(C)C